C(C1=CC=CC=C1)OC1=NC(=CC=C1C1=CC=C(C=C1)Br)OCC1=CC=CC=C1 2,6-dibenzyloxy-3-(4-bromophenyl)-pyridine